N6-[2-amino-2-(3-cyclopropylphenyl)ethyl]-N4-tert-butyl-1-methyl-pyrazolo[3,4-d]pyrimidine-4,6-diamine NC(CNC1=NC(=C2C(=N1)N(N=C2)C)NC(C)(C)C)C2=CC(=CC=C2)C2CC2